(S)-1-amino-2-(1-cyanopyrrolidin-2-yl)-4-(4-((4-ethyl-pyridin-2-yl)carbamoyl)phenyl)-1H-imidazole-5-carboxamide NN1C(=NC(=C1C(=O)N)C1=CC=C(C=C1)C(NC1=NC=CC(=C1)CC)=O)[C@H]1N(CCC1)C#N